ClC1=C(C=CC(=C1)Cl)NC(=O)C=1COC2=C(C=CC=C2C1)OC N-(2,4-dichlorophenyl)-8-methoxy-2H-chromene-3-carboxamide